BrC=1C=NN2C1N=C(N=C2NCC2=NN=C(N2)C2=CC=CC=C2)N2CCC(CC2)C(=O)OC methyl 1-(8-bromo-4-{[(5-phenyl-4H-1,2,4-triazol-3-yl)methyl]amino}pyrazolo[1,5-a][1,3,5]triazin-2-yl)piperidine-4-carboxylate